(3-(chloromethyl)phenyl)-2-(3-chlorophenyl)acetamide ClCC=1C=C(C=CC1)C(C(=O)N)C1=CC(=CC=C1)Cl